C12C(C3CC(CC(C1)C3)C2)N2CCN(CC2)C2=CC(=C(C=C2)NC2=NC=C(C(=N2)NC2=C(C(=O)NC)C=CC=C2C)C(F)(F)F)OC 2-((2-((4-(4-(adamantan-2-yl)piperazin-1-yl)-2-methoxyphenyl)amino)-5-(trifluoromethyl)pyrimidin-4-yl)amino)-N,3-dimethylbenzamide